BrS1CS(C1)Br 1,3-dibromo-1,3-dithiacyclobutane